diisobutyl dithiophosphate potassium salt [K+].P(=S)(SCC(C)C)(OCC(C)C)[O-]